ethyl 2-(3-{[(tert-butoxy)carbonyl]amino}bicyclo[1.1.1]pentan-1-yl)acetate C(C)(C)(C)OC(=O)NC12CC(C1)(C2)CC(=O)OCC